N-{8-chloro-1-[trans-4-(pyridin-2-yloxy)cyclohexyl]-5,6-dihydro-4H-[1,2,4]triazolo[4,3-a][1]benzazepin-5-yl}-N-methylmethanesulfonamide ClC=1C=CC2=C(CC(CC=3N2C(=NN3)[C@@H]3CC[C@H](CC3)OC3=NC=CC=C3)N(S(=O)(=O)C)C)C1